6-ethyl-9-fluoro-1,4,4-trimethyl-4,5-dihydro-[1,2,4]triazolo[4,3-a]quinoxaline C(C)C1=C2NC(C=3N(C2=C(C=C1)F)C(=NN3)C)(C)C